FC1(CC(CC1)CN1N=C(C(=C1C(=O)NC1=CC(=CC=C1)S(N)(=O)=O)C(F)(F)F)C(F)F)F 1-((3,3-difluorocyclopentyl)methyl)-3-(difluoromethyl)-N-(3-sulfamoylphenyl)-4-(trifLuoromethyl)-1H-pyrazole-5-carboxamide